C(N)(=O)C1=C(NC(CCC(=O)O)=O)C=C(C=C1)C 4-(2-carbamoyl-5-methyl-anilino)-4-oxo-butanoic acid